6-((4-(1-((3,3-difluorocyclobutyl)methyl)-1H-benzo[d]imidazol-2-yl)piperidin-1-yl)methyl)-3-(3-fluorophenyl)-1-methyl-1H-indazole FC1(CC(C1)CN1C(=NC2=C1C=CC=C2)C2CCN(CC2)CC2=CC=C1C(=NN(C1=C2)C)C2=CC(=CC=C2)F)F